ClC1=NC2=C(C=CC=C2C(=N1)N[C@@H](C[C@@H]1CC[C@H](CC1)C1=CC=NC2=CC=C(C=C12)F)C)OC(F)(F)F 2-chloro-N-((R)-1-((trans)-4-(6-fluoroquinolin-4-yl)cyclohexyl)propan-2-yl)-8-(trifluoromethoxy)quinazolin-4-amine